3-chloro-N-(4-cyanophenyl)-1-benzothiophene-2-carboxamide-d ClC1=C(SC2=C1C=CC=C2)C(=O)N([2H])C2=CC=C(C=C2)C#N